N-methoxy-N,2-dimethyl-propanamide CON(C(C(C)C)=O)C